2-fluoro-5-[(4-oxo-3,4-dihydro-naphthyridin-1-yl)methyl]benzoyl chloride FC1=C(C(=O)Cl)C=C(C=C1)CN1CCC(C2=CC=CN=C12)=O